ClC1=C(C=CC(=C1)Cl)CNC(C)=O N-[(2,4-dichlorophenyl)methyl]acetamid